COC=1C=C(C=CC1)NC(=O)C=1C(N(C2=CC=CC=C2C1)C)=O N-(3-Methoxyphenyl)-1-methyl-2-oxo-quinoline-3-carboxamide